N-cyclopropyl-5-(4-((3-ethyl-5-fluoro-2,4-dioxo-1,2,3,4-tetrahydroquinazolin-7-yl)methyl)piperazin-1-yl)-6-fluoropicolinamide C1(CC1)NC(C1=NC(=C(C=C1)N1CCN(CC1)CC1=CC(=C2C(N(C(NC2=C1)=O)CC)=O)F)F)=O